N-(1,3-dihydroxy-2-methylpropan-2-yl)-2-methyl-5-(pyrimidin-4-ylmethoxy)benzofuran OCC(CO)(C)N1CN=C(C=C1)COC=1C=CC2=C(C=C(O2)C)C1